FC1=CC2=C(N(C(N=C2N2C[C@H](N(C[C@@H]2C)C(=O)OCCCC)C)=O)C=2C(=NC=CC2C)C(C)C)N=C1[Sn](C)(C)C butyl (2R,5S)-4-(6-fluoro-1-(2-isopropyl-4-methylpyridin-3-yl)-2-oxo-7-(trimethylstannyl)-1,2-dihydropyrido[2,3-d]pyrimidin-4-yl)-2,5-dimethylpiperazine-1-carboxylate